cis-1-(r-(azetidin-3-yl)-3'-fluoro-[1,4'-bipiperidin]-4-yl)-3-(4-phenoxyphenyl)-1H-pyrazolo[3,4-d]pyrimidin-4-amine trifluoroacetate FC(C(=O)O)(F)F.N1CC(C1)[C@@H]1N(CCC(C1)N1N=C(C=2C1=NC=NC2N)C2=CC=C(C=C2)OC2=CC=CC=C2)C2C(CNCC2)F